ClC1=C(N=C(S1)C)C(=O)N 5-chloro-2-methylthiazol-4-carboxamide